tert-butyl N-[[1-[2-(2,6-dioxo-3-piperidyl)-1,3-dioxo-isoindolin-4-yl]-4-piperidyl] methyl]-N-methyl-carbamate O=C1NC(CCC1N1C(C2=CC=CC(=C2C1=O)N1CCC(CC1)CN(C(OC(C)(C)C)=O)C)=O)=O